CC(CCNCCCCCCCCCCN)(C)C N-(3,3-dimethylbutyl)decane-1,10-diamine